FC=1C=C(C=C(C1F)F)C=1N=C(OC1)[C@@H]1[C@H]([C@@H](SC2=CC(=C(C=C2)Cl)Cl)O[C@@H]([C@@H]1O)CO)O 3,4-Dichlorophenyl 3-deoxy-3-[4-(3,4,5-trifluorophenyl)-oxazol-2-yl]-1-thio-α-D-galactopyranoside